FC1=C(N=CC2=C1N=C(N=C2N2C1CC(CC(C2)C1)O)OCC12CCCN2CCC1)C1=CC=CC2=CC=CC(=C12)F 6-(8-fluoro-7-(8-fluoronaphthalen-1-yl)-2-((hexahydro-1H-pyrrolizin-7a-yl)methoxy)pyrido[4,3-d]pyrimidin-4-yl)-6-azabicyclo[3.2.1]octan-3-ol